tert-butyl N-[(1S)-4-(2-amino-1H-imidazol-1-yl)-1-{[1-(methylcarbamoyl)cyclohexyl]carbamoyl}butyl]carbamate NC=1N(C=CN1)CCC[C@@H](C(NC1(CCCCC1)C(NC)=O)=O)NC(OC(C)(C)C)=O